NC1=NC=2C(=CC=CC2C=2N1C=C(N2)C(=O)NC2CCNC1=CC=CC=C21)F 5-amino-7-fluoro-N-(1,2,3,4-tetrahydroquinolin-4-yl)imidazo[1,2-c]quinazoline-2-carboxamide